FC(CN1N=CC=2C1=NC(=CN2)NC2C[C@@H]1[C@@H](CN(C1)C1=NC(=CC=C1)C(F)(F)F)C2)F (3aR,5S,6aS)-N-[1-(2,2-difluoroethyl)-1H-pyrazolo[3,4-b]pyrazin-6-yl]-2-[6-(trifluoromethyl)pyridin-2-yl]-octahydrocyclopenta[c]pyrrol-5-amine